3-{2-[(3S)-3-[(2-formyl-3-hydroxyphenoxy)methyl]morpholine-4-carbonyl]phenyl}propanoic acid C(=O)C1=C(OC[C@H]2N(CCOC2)C(=O)C2=C(C=CC=C2)CCC(=O)O)C=CC=C1O